[4-[2-[5,5-difluoro-3-piperidyl]-3H-imidazo[4,5-b]pyridin-7-yl]-1-piperidyl]-[4-(trifluoromethoxy)phenyl]methanone FC1(CC(CNC1)C1=NC=2C(=NC=CC2C2CCN(CC2)C(=O)C2=CC=C(C=C2)OC(F)(F)F)N1)F